tert-butyl 4-(3-acetoxybut-1-ynyl)-4-hydroxy-piperidine-1-carboxylate C(C)(=O)OC(C#CC1(CCN(CC1)C(=O)OC(C)(C)C)O)C